2-[4-(2-methylbenzyloxy)phenyl]ethanol CC1=C(COC2=CC=C(C=C2)CCO)C=CC=C1